2-chloro-1-[1-(2-trimethylsilyl-ethoxymethyl)pyrazol-4-yl]Ethanone ClCC(=O)C=1C=NN(C1)COCC[Si](C)(C)C